N-benzyl-7-methylthieno[3,2-d][1,2,3]triazin-4-amine C(C1=CC=CC=C1)NC=1C2=C(N=NN1)C(=CS2)C